6-(6-chloro-2,5-dimethyl-pyrimidin-4-yl)-N-(2,4-difluorophenyl)-7,8-dihydro-5H-1,6-naphthyridin-3-amine ClC1=C(C(=NC(=N1)C)N1CC=2C=C(C=NC2CC1)NC1=C(C=C(C=C1)F)F)C